[3-(2-methoxypyrimidine-5-yl)-1,2-oxazol-5-yl]acetic acid COC1=NC=C(C=N1)C1=NOC(=C1)CC(=O)O